C(C)OC(=O)C1=C(OC2=C1C=C(C=C2)O)C2=CC=C(C=C2)F (4-fluorophenyl)-5-hydroxybenzofuran-3-carboxylic acid ethyl ester